tert-butyl 2-(4-amino-8-fluoro-9H-pyrimido[4,5-b]indol-9-yl)acetate NC1=NC=NC=2N(C3=C(C=CC=C3C21)F)CC(=O)OC(C)(C)C